ClC=1C=C(C=CC1)CCN1CC(NCC1)COC1=CC=C(C=C1)S(=O)(=O)C1CN(C1)C(C)=O 1-[3-(4-{[4-[2-(3-chlorophenyl)ethyl]piperazin-2-yl]methoxy}benzenesulfonyl)azetidin-1-yl]ethan-1-one